1-(2-((1R,3S,5R)-3-(2-fluoro-3-(trifluoromethoxy)phenylcarbamoyl)-2-azabicyclo[3.1.0]hexan-2-yl)-2-oxoethyl)-5-(pyrimidin-5-yl)-1H-indazole-3-carboxamide FC1=C(C=CC=C1OC(F)(F)F)NC(=O)[C@H]1N([C@@H]2C[C@@H]2C1)C(CN1N=C(C2=CC(=CC=C12)C=1C=NC=NC1)C(=O)N)=O